P(=O)(OC1=CC=C(C=C1)[N+](=O)[O-])(OC1=CC=C(C=C1)[N+](=O)[O-])[O-].[Na+] sodium bis(4-nitrophenyl) phosphate